(3R,5R)-3-((6-((S)-amino(4,4-difluorocyclohexyl)methyl)-3-morpholinoimidazo[1,2-b][1,2,4]triazin-2-yl)methyl)-5-(trifluoromethyl)piperidin-2-one N[C@H](C=1N=C2N(N=C(C(=N2)N2CCOCC2)C[C@@H]2C(NC[C@@H](C2)C(F)(F)F)=O)C1)C1CCC(CC1)(F)F